6-tert-butyl-2-sulfanyl-5,6,7,8-tetrahydroquinoline-3-carbonitrile C(C)(C)(C)C1CC=2C=C(C(=NC2CC1)S)C#N